2-Fluoro-5-((2-((6-(2-oxooxazolidin-3-yl)pyridin-3-yl)sulfonyl)-2,9-diazaspiro[5.5]undecan-9-yl)methyl)benzonitrile FC1=C(C#N)C=C(C=C1)CN1CCC2(CCCN(C2)S(=O)(=O)C=2C=NC(=CC2)N2C(OCC2)=O)CC1